FC1(CN([C@@H]2CN(CC[C@@H]21)C(=O)OCC2=CC=CC=C2)C(=O)OC(C)(C)C)F (cis)-6-benzyl 1-tert-butyl 3,3-difluorohexahydro-1H-pyrrolo[2,3-c]pyridine-1,6(2H)-dicarboxylate